N-(trans-3-(methoxymethyl)cyclobutyl)-5-(quinolin-6-yl)pyrrolo[2,1-f][1,2,4]triazin-2-amine COC[C@@H]1C[C@H](C1)NC1=NN2C(C=N1)=C(C=C2)C=2C=C1C=CC=NC1=CC2